tert-butyl 3-(4-amino-7-methyl-5-(4-((6-methylpyridin-2-yl)oxy)phenyl)-7H-pyrrolo[2,3-d]pyrimidin-6-yl)-2,5-dihydro-1H-pyrrole-1-carboxylate NC=1C2=C(N=CN1)N(C(=C2C2=CC=C(C=C2)OC2=NC(=CC=C2)C)C=2CN(CC2)C(=O)OC(C)(C)C)C